7-[1-(1-Cyano-4-piperidyl)-5-methyl-triazol-4-yl]-5-[1-(5-methyl-1,3,4-thiadiazol-2-yl)ethoxy]imidazo[1,2-a]pyridine-3-carbonitrile C(#N)N1CCC(CC1)N1N=NC(=C1C)C1=CC=2N(C(=C1)OC(C)C=1SC(=NN1)C)C(=CN2)C#N